ClC=1C=C2C(=CNC2=CC1)NC1=NC2=C(N1)C=CC(=C2)C(F)(F)F N-(5-Chloro-1H-indol-3-yl)-5-(trifluoromethyl)-1H-benzo[d]imidazol-2-amine